dodecafluorosuberic acid disodium salt [Na+].[Na+].FC(C(C(C(C(C(C(=O)[O-])(F)F)(F)F)(F)F)(F)F)(F)F)(C(=O)[O-])F